(R)-5-(4-chlorophenyl)-2-(4,4-difluoroazepan-1-yl)-4-methyl-N-(3-(S-methylsulfonimidoyl)phenyl)nicotinamide ClC1=CC=C(C=C1)C=1C=NC(=C(C(=O)NC2=CC(=CC=C2)[S@@](=O)(=N)C)C1C)N1CCC(CCC1)(F)F